O1C(=NC=C1)/C=C/C(=O)OC Methyl (E)-3-oxazol-2-ylprop-2-enoate